7-bromo-1H-pyrrolo[2,3-c]pyridine BrC=1N=CC=C2C1NC=C2